CN1CCC(CC1)NC(=O)C1=CC=NC2=CC=C(C=C12)C1=CNC2=NC=CC=C21 N-(1-Methylpiperidin-4-yl)-6-(1H-pyrrolo[2,3-b]pyridin-3-yl)quinoline-4-carboxamide